(S)-7-(cyclopropylmethoxy)-6-methoxy-1-(2-(6-methyl-1H-indol-3-yl)ethyl)-3,4-dihydroisoquinoline-2(1H)-formaldehyde C1(CC1)COC1=C(C=C2CCN([C@H](C2=C1)CCC1=CNC2=CC(=CC=C12)C)C=O)OC